N-(m-tolyl)piperidine-4-sulfonamide C1(=CC(=CC=C1)NS(=O)(=O)C1CCNCC1)C